bromo-ε-caprolactone BrC1C(=O)OCCCC1